C(#N)C=C1C[C@@H]2[C@@H](CN(C2)C(=O)OC(C)(C)C)C1 tert-butyl (3aR,6aS,E)-5-(cyanomethylene)hexahydrocyclopenta[c]pyrrole-2(1H)-carboxylate